(2S)-2-(1-(4-bromophenyl)-4-(4-fluorophenyl)-1H-pyrazol-3-yl)-3-(2-(2-oxo-2,3-dihydro-1H-benzo[d]imidazol-5-yl)ethyl)oxazolidin-4-one BrC1=CC=C(C=C1)N1N=C(C(=C1)C1=CC=C(C=C1)F)[C@@H]1OCC(N1CCC1=CC2=C(NC(N2)=O)C=C1)=O